ClC=1C=CC(=C(C1)CN1N=C(C=C1)NC(C1=C(C=CC=C1F)F)=O)OC N-(1-{[5-chloro-2-(methyloxy)phenyl]methyl}-1H-pyrazol-3-yl)-2,6-difluorobenzamide